2,3-di-(2'-hydroxyethyl)-cyclohexan-1-ol OCCC1C(CCCC1CCO)O